N-ethyl-o-toluidine CCNC1=CC=CC=C1C